C1=CC(=CC=2OC3=C(C21)C=CC=C3)C3=C(C=CC2=CC=CC=C32)C3=CC=C(C=C3)C3=CC=C(C=C3)NC3=CC=CC=C3 [4'-{1-(dibenzofuran-3-yl)naphthalene-2-yl}biphenyl-4-yl]-phenylamine